(R)-4-(3-(3-Aminopiperidin-1-carbonyl)-1-(4-(trifluoromethoxy)phenyl)-1H-pyrazol-5-yl)benzonitril N[C@H]1CN(CCC1)C(=O)C1=NN(C(=C1)C1=CC=C(C#N)C=C1)C1=CC=C(C=C1)OC(F)(F)F